tris(2,2'-bipyridine) ruthenium bis(tetrafluoroborate) salt F[B-](F)(F)F.F[B-](F)(F)F.[Ru+2].N1=C(C=CC=C1)C1=NC=CC=C1.N1=C(C=CC=C1)C1=NC=CC=C1.N1=C(C=CC=C1)C1=NC=CC=C1